2-(6-((2-amino-2-methylpropyl)carbamoyl)pyrazin-2-yl)-3-methyl-1H-indole-5-carboxylic acid methyl ester COC(=O)C=1C=C2C(=C(NC2=CC1)C1=NC(=CN=C1)C(NCC(C)(C)N)=O)C